2-[1-(3,3-dimethyl-1-cyclopenten-1-yl)ethoxy]-2-methylpropyl methoxyacetate COCC(=O)OCC(C)(C)OC(C)C1=CC(CC1)(C)C